NC1=CC=C(C=C1)S(=O)(=O)NC=1C=CC=C2C=CC=NC12 4-amino-N-(quinolin-8-yl)benzenesulfonamide